3-(3-(1-(6-(4-(3H-imidazo[4,5-b]pyridin-7-yl)-1H-pyrazol-1-yl)pyridin-3-yl)-2,2,2-trifluoro-1-hydroxyethyl)azetidin-1-yl)-3-oxopropanenitrile N1=CNC2=NC=CC(=C21)C=2C=NN(C2)C2=CC=C(C=N2)C(C(F)(F)F)(O)C2CN(C2)C(CC#N)=O